C(=O)(O)C1=C(OC2=CC=C(C=C2)OC2=C(C=CC=C2)C(=O)O)C=CC=C1 1,4-bis(2'-carboxyphenoxy)benzene